N-((3R,4S)-4-((6-(2,6-dichloro-3,5-dimethoxyphenyl)-8-(1-methyl-1H-pyrazol-4-yl)pyrido[3,4-d]pyrimidin-2-yl)amino)tetrahydrofuran-3-yl)acrylamide ClC1=C(C(=C(C=C1OC)OC)Cl)C1=CC2=C(N=C(N=C2)N[C@H]2[C@H](COC2)NC(C=C)=O)C(=N1)C=1C=NN(C1)C